4-imino-1,4λ6-oxathiane 4-oxide HCl salt Cl.N=S1(CCOCC1)=O